4-(2-(benzyloxy)ethoxy)butanol C(C1=CC=CC=C1)OCCOCCCCO